(E)-2-(6-Isopropoxy-1-indanylidene)ethanol C(C)(C)OC1=CC=C2CC/C(/C2=C1)=C\CO